2-((((9H-Fluoren-9-yl)methoxy)carbonyl)(methyl)amino)-4-(4-(trifluoromethyl)phenyl)butanoic acid C1=CC=CC=2C3=CC=CC=C3C(C12)COC(=O)N(C(C(=O)O)CCC1=CC=C(C=C1)C(F)(F)F)C